FC(C(C(F)F)O)F 1,1,3,3-tetrafluoropropan-2-ol